(2S)-10-amino-2-cyclopropyl-3,3,9-trifluoro-1,2,4,7-tetrahydro-[1,4]oxazepino[2,3-c]quinolin-6-one NC1=CC=2C3=C(C(NC2C=C1F)=O)OCC([C@@H](N3)C3CC3)(F)F